7-(3-fluorobenzyl)-4-(4-methylbenzyl)-6,7,8,9-tetrahydroimidazo[1,2-a]pyrido[3,4-e]pyrimidin-5(4H)-one FC=1C=C(CN2CC=3C(N(C=4N(C3CC2)C=CN4)CC4=CC=C(C=C4)C)=O)C=CC1